(S)-1-(3-(((tert-butyldiphenylsilyl)oxy)methyl)-4-nitrophenyl)ethan-1-ol [Si](C1=CC=CC=C1)(C1=CC=CC=C1)(C(C)(C)C)OCC=1C=C(C=CC1[N+](=O)[O-])[C@H](C)O